Cl.N[C@H](CC(=O)N)C (S)-2-aminopropanecarboxamide hydrochloride